N1C(NC(C2=CC=CC=C12)=O)=O (1H,3H)-quinazolinedione